ClC=1C=CC(=C(C1)N1C(C(N(CC1)[C@H](C(=O)NC=1C=C2C(NCC2=CC1)=O)CC1=CC=CC=C1)=O)=O)N1N=NN=C1 (S)-2-(4-(5-chloro-2-(1H-tetrazol-1-yl)phenyl)-2,3-dioxopiperazin-1-yl)-N-(3-oxoisoindolin-5-yl)-3-phenylpropionamide